C(C)(C)(C)OC(NC1C(N(CC1C1=CC=C(C=C1)OC)CCO[Si](C)(C)C(C)(C)C)=O)=O (1-{2-[(tert-butyl-dimethylsilyl)oxy]-ethyl}-4-(4-methoxy-phenyl)-2-oxopyrrolidin-3-yl)carbamic acid tert-butyl ester